4,4-difluoro-1-(1-methylpyrazol-4-yl)butane-1,3-dione FC(C(CC(=O)C=1C=NN(C1)C)=O)F